FC(C1=C(C=CC=C1)CN)(F)F 1-[2-(trifluoromethyl)phenyl]methylamine